4-[7-(2-hydroxyeth-oxy)imidazo[1,2-a]pyridin-3-yl]-7-[(5-morpholino-2-pyridyl)amino]isoindolin-1-one OCCOC1=CC=2N(C=C1)C(=CN2)C2=C1CNC(C1=C(C=C2)NC2=NC=C(C=C2)N2CCOCC2)=O